2-hydrazino-2-oxo-N-(1,2,2,6,6-pentamethylpiperidin-4-yl)acetamide N(N)C(C(=O)NC1CC(N(C(C1)(C)C)C)(C)C)=O